C(#N)C1=CC(=C(C=C1)COC1=NC(=NS1)C1=CC(=C(C=C1)CC=1N(C2=C(N1)C=CC(=C2)C(=O)O)CCOC)F)F 2-{[4-[5-[(4-cyano-2-fluoro-phenyl)methoxy]-1,2,4-thiadiazol-3-yl]-2-fluoro-phenyl]methyl}-3-(2-methoxyethyl)benzimidazole-5-carboxylic acid